(1S,3R)-1-(5-(Azetidin-3-ylmethyl)thiophen-2-yl)-3-methyl-2-(2,2,3-trifluoropropyl)-2,3,4,9-tetrahydro-1H-pyrido[3,4-b]indole N1CC(C1)CC1=CC=C(S1)[C@H]1N([C@@H](CC2=C1NC1=CC=CC=C21)C)CC(CF)(F)F